N-(5-allyloxypentyl)-5-[(2R)-2-(2,5-difluorophenyl)pyrrolidin-1-yl]pyrazolo[1,5-a]pyrimidine-3-carboxamide C(C=C)OCCCCCNC(=O)C=1C=NN2C1N=C(C=C2)N2[C@H](CCC2)C2=C(C=CC(=C2)F)F